FC1=C(OCCC=2C(=NN(C2C)C)C(C(C)(C)C)O)C(=CC=C1F)C=1C=CC=2N(C1)C(=CN2)CNC 1-(4-(2-(2,3-difluoro-6-(3-((methylamino)methyl)imidazo[1,2-a]pyridin-6-yl)phenoxy)ethyl)-1,5-dimethyl-1H-pyrazol-3-yl)-2,2-dimethylpropan-1-ol